COC=1C(=CC=C2C(=NC=NC12)NC1=CC=C(C=C1)S(=O)(=O)C1=CC=CC=C1)OCC1CCN(CC1)C 8-methoxy-7-((1-methylpiperidin-4-yl)methoxy)-N-(4-(phenylsulfonyl)phenyl)quinazolin-4-amine